3,6-dimethoxy-4-(2-amino-propyl)benzonorbornane COC1C2C3=C(C1CC2)C=C(C=C3CC(C)N)OC